C(#N)C=1C=CC(=C(C1)C1(CC1)C(=O)O)F 1-(5-cyano-2-fluorophenyl)cyclopropane-1-carboxylic acid